C(C1CO1)OC=1C=C(OP(N=P(OC2=CC(=CC=C2)OCC2CO2)(OC2=CC(=CC=C2)OCC2CO2)OC2=CC(=CC=C2)OCC2CO2)(NP)(OC2=CC(=CC=C2)OCC2CO2)OC2=CC(=CC=C2)OCC2CO2)C=CC1 hexa(3-glycidyloxyphenoxy)triphosphazene